[N+](=O)([O-])C=1C(N(C2=CC=CN=C2C1)CCC(F)(F)F)=O 3-nitro-1-(3,3,3-trifluoropropyl)-1,5-naphthyridin-2(1H)-one